(S)-5-Chloro-N2-(1-(5-fluoropyridin-2-yl)ethyl)-N4-(5-isopropoxy-1H-pyrazol-3-yl)pyrimidine-2,4-diamine ClC=1C(=NC(=NC1)N[C@@H](C)C1=NC=C(C=C1)F)NC1=NNC(=C1)OC(C)C